C1(CC1)OC1CC(C1)S(=O)(=O)NC(NC1=C2CCCC2=CC(=C1C1=C2C(=NC=C1)NC=C2)C)=O 3-Cyclopropoxy-N-((6-methyl-5-(1H-pyrrolo[2,3-b]pyridin-4-yl)-2,3-dihydro-1H-inden-4-yl)carbamoyl)cyclobutane-1-sulfonamide